N,N-dimethyl-1-[(2R)-pyrrolidin-2-yl]methanamine CN(C[C@@H]1NCCC1)C